CC1=C(N=C2N1C=CC=C2)C(=O)N methyl-imidazo[1,2-a]pyridine-2-carboxamide